3-fluoro-6-((isobutylamino)methyl)-N-(5-((1s,3s)-3-methyl-1-(4-methyl-4H-1,2,4-triazol-3-yl)cyclobutyl)pyridin-3-yl)imidazo[1,2-a]pyridine-8-carboxamide FC1=CN=C2N1C=C(C=C2C(=O)NC=2C=NC=C(C2)C2(CC(C2)C)C2=NN=CN2C)CNCC(C)C